C(CCC)NN(NCCCC)C N,N-dibutylaminomethylamine